1-[[3-fluoro-4-[5-(trifluoromethyl)-1,2,4-oxadiazol-3-yl]phenyl]-methyl]azepan-2-one FC=1C=C(C=CC1C1=NOC(=N1)C(F)(F)F)CN1C(CCCCC1)=O